ClC1=C(C(=O)N[C@H](C(=O)O)CC2=CC=C(C=C2)N2C(N(C3=C2C(=CC=C3)F)C3CC3)=O)C(=CC=C1)F (S)-2-(2-chloro-6-fluorobenzoylamino)-3-(4-(3-cyclopropyl-7-fluoro-2-oxo-2,3-dihydro-1H-benzo[d]imidazol-1-yl)phenyl)propionic acid